tert-Butyl N-[4-(2,6-dichloropyridine-4-carbonyl)cyclohexyl]carbamate ClC1=NC(=CC(=C1)C(=O)C1CCC(CC1)NC(OC(C)(C)C)=O)Cl